oxo-benzoxazepine O=C1NOC2=C(C=C1)C=CC=C2